C(C)(C)(C)OC(=O)NCC=1C=2N(C=C(N1)C)C=C(N2)C(=O)OC methyl 8-[(tert-butoxycarbonylamino)methyl]-6-methyl-imidazo[1,2-a]pyrazine-2-carboxylate